N-[(6S)-2,4-Dimethyl-5-oxo-7,8-dihydro-6H-pyrazolo[1,5-a][1,3]diazepin-6-yl]spiro[5H-furo[3,4-d]pyrimidin-7,1'-cyclopentan]-2-carboxamid CC1=NN2C(N(C([C@H](CC2)NC(=O)C=2N=CC3=C(N2)C2(CCCC2)OC3)=O)C)=C1